N[C@H](C)C=1C=C(C=C2C(NC(=NC12)N1CCOCC1)=O)C 8-[(1R)-1-aminoethyl]-6-methyl-2-morpholino-3H-quinazolin-4-one